FC1=CC=C2C(N3C(=NC2=C1)C(C1=CC=CC=C13)(C)C1=CC=C(C=C1)F)=O 3-fluoro-6-(4-fluorophenyl)-6-methylindolo[2,1-b]quinazolin-12(6H)-one